5-(4-((7-Ethyl-6-oxo-5,6-dihydro-1,5-naphthyridin-3-yl)methyl)piperazin-1-yl)pyridine-2-formamide C(C)C=1C(NC=2C=C(C=NC2C1)CN1CCN(CC1)C=1C=CC(=NC1)C(=O)N)=O